4-[[(2S,3R,4S,5S)-3-(3,4-Difluoro-2-methoxy-phenyl)-4,5-dimethyl-5-(trifluoromethyl)tetrahydrofuran-2-carbonyl]amino]-5-fluoro-pyridin-2-carboxamid FC=1C(=C(C=CC1F)[C@@H]1[C@H](O[C@@]([C@H]1C)(C(F)(F)F)C)C(=O)NC1=CC(=NC=C1F)C(=O)N)OC